C(CCCCCCCCCCCCCCCCCCCCCCCCC)(=O)OC(CCCCCCCCCCCCCCCCCCC)CCCCCCCCCCCCCCCC hexadecyl-cosanyl hexacosanate